FC1=C(C(=C(C=C1OC)OC)F)C1=CC2=C(N=C(N=C2)N[C@@H]2COCC[C@@H]2NC(C=C)=O)C(=N1)CC N-((3S,4S)-3-((6-(2,6-difluoro-3,5-dimethoxyphenyl)-8-ethylpyrido[3,4-d]pyrimidin-2-yl)amino)tetrahydro-2H-pyran-4-yl)acrylamide